CC1=C(C=C(C=C1)C)NC(=S)NC(C)CCC1=CC=C(C=C1)OC 1-(2,5-dimethylphenyl)-3-(4-(4-methoxyphenyl)butan-2-yl)thiourea